N-decanoyl-L-proline C(CCCCCCCCC)(=O)N1[C@@H](CCC1)C(=O)O